C(C=C)(=O)ON1C(C=2C(C1=O)=C(C(=C(C2Cl)Cl)Cl)Cl)=O N-acryloyloxy-tetrachlorophthalimide